F[C@H]1CN(CC[C@H]1NC1=C2C=C(N(C2=CC=C1)CC(F)(F)F)C#CCNC1=C(C=C(C(=O)NC)C=C1)OC)C 4-{[3-(4-{[(3S,4R)-3-fluoro-1-methylpiperidin-4-yl]amino}-1-(2,2,2-trifluoroethyl)-1H-indol-2-yl)prop-2-yn-1-yl]amino}-3-methoxy-N-methylbenzamide